N-(4-{[6-(5-chloro-2-fluorophenyl)-3-[(2-hydroxyethyl)sulfanyl]pyridazin-4-yl]amino}pyridin-2-yl)-3-[(4-methylpiperazin-1-yl)methyl]bicyclo[1.1.1]pentane-1-carboxamide ClC=1C=CC(=C(C1)C1=CC(=C(N=N1)SCCO)NC1=CC(=NC=C1)NC(=O)C12CC(C1)(C2)CN2CCN(CC2)C)F